(S)-2-(3-hydroxypyrrolidine-1-yl)oxazole O[C@@H]1CN(CC1)C=1OC=CN1